ClC1=C(CNC2=C3N=CN(C3=NC(=N2)C=2C=NC=C(C2)Cl)[C@H]2[C@@H]([C@@H]([C@H](O2)C(=O)NCC(F)(F)F)O)O)C=C(C=C1)C (2S,3S,4R,5R)-5-(6-((2-chloro-5-methylbenzyl)amino)-2-(5-chloropyridin-3-yl)-9H-purin-9-yl)-3,4-dihydroxyl-N-(2,2,2-trifluoroethyl)tetrahydrofuran-2-formamide